CC1=C2C[C@@H](C(=C[C@H]2[C@@H](CC1)C(C)C)C)O 7-hydroxy-(+)-δ-cadinene